C(C)(C)C=1C=NN2C1N=C(C=C2NC2CCC(CC2)C(=O)OC2CN(CC2)C(\C=C\CN(C)C)=O)NC2CCOCC2 1-((E)-4-(dimethylamino)but-2-enoyl)pyrrolidin-3-yl (1r,4r)-4-((3-isopropyl-5-((tetrahydro-2H-pyran-4-yl)amino)pyrazolo[1,5-a]pyrimidin-7-yl)amino)cyclohexane-1-carboxylate